4-(aminomethyl)-2,6-difluorobenzimidamide NCC1=CC(=C(C(N)=N)C(=C1)F)F